O1CCN(CC1)C(C(=O)N1CCOCC1)C morpholinopropionic acid morpholid